(1S,3S)-N1-(3-bromo-6,7-dihydrospiro[cyclopenta[d]pyrazolo[1,5-a]pyrimidine-5,1'-cyclopropane]-8-yl)cyclopentane-1,3-diamine dihydrochloride Cl.Cl.BrC=1C=NN2C1N=C1C(=C2N[C@@H]2C[C@H](CC2)N)CCC12CC2